(3R)-1-{2-[1-(cyclopropylmethyl)-1H-pyrrolo[2,3-b]pyridin-2-yl]-6-methoxy-1-methyl-1H-1,3-benzodiazole-5-carbonyl}piperidin-3-amine hydrochloride Cl.C1(CC1)CN1C(=CC=2C1=NC=CC2)C2=NC1=C(N2C)C=C(C(=C1)C(=O)N1C[C@@H](CCC1)N)OC